tert-butyl 6-((tert-butoxycarbonyl)(3-isopropyl-5-((tetrahydro-2H-pyran-4-yl)amino)pyrazolo[1,5-a]pyrimidin-7-yl)amino)-3-azabicyclo[3.1.0]hexane-3-carboxylate C(C)(C)(C)OC(=O)N(C1C2CN(CC12)C(=O)OC(C)(C)C)C1=CC(=NC=2N1N=CC2C(C)C)NC2CCOCC2